4-bromo-4'-chloro-2-nitrobiphenyl BrC1=CC(=C(C=C1)C1=CC=C(C=C1)Cl)[N+](=O)[O-]